2-cyanoethyl-phosphoramidite C(#N)CCOP([O-])N